CSC(C#CC(C)(C)N1C[C@@H](CC1)OC)=O 4-[(3R)-3-Methoxypyrrolidin-1-yl]-4-methyl-pent-2-ynethioic acid S-methyl ester